(6S,7S)-6,7-dicyclopropyl-2-((R)-3-methylmorpholino)-6,7-dihydropyrazolo[1,5-a]pyrazin-4(5H)-one C1(CC1)[C@@H]1NC(C=2N([C@H]1C1CC1)N=C(C2)N2[C@@H](COCC2)C)=O